tert-butyl (3R,4R)-4-amino-3-phenylpiperidine-1-carboxylate p-toluenesulfonate CC1=CC=C(C=C1)S(=O)(=O)O.N[C@H]1[C@@H](CN(CC1)C(=O)OC(C)(C)C)C1=CC=CC=C1